1,4-bis(4-piperidyl)butane N1CCC(CC1)CCCCC1CCNCC1